NC(C(=O)[O-])CCCCC(=O)[O-] α-aminopimelate